ClC=1C=NC(=NC1)[C@H]([C@H](C)S(=O)(=O)NC1=NN=C(N1C=1C(=NC=NC1OC)OC)C1CC(C1)(C)C)OC (1R,2S)-1-(5-chloropyrimidin-2-yl)-N-(4-(4,6-dimethoxypyrimidin-5-yl)-5-(3,3-dimethylcyclobutyl)-4H-1,2,4-triazol-3-yl)-1-methoxypropane-2-sulfonamide